FC(N1N=CC(=C1)NC(OC(C)(C)C)=O)F tert-butyl (1-(difluoromethyl)-1H-pyrazol-4-yl)carbamate